OC1=C(C=CC(=C1)C(F)(F)F)C1=C(C=C(N=N1)N[C@H]1CN(CCC1)CCN1CC(C1)O)C 1-{2-[(3R)-3-({6-[2-hydroxy-4-(trifluoromethyl)phenyl]-5-methylpyridazin-3-yl}amino)piperidin-1-yl]ethyl}azetidin-3-ol